C(=O)(OCC1=CC=CC=C1)N1COC(C1C)(C1=CC=C(C=C1)OCC1=CC=CC=C1)C1=CC=C(C=C1)OCC1=CC=CC=C1 N-carbobenzoxy-5,5-di(4-benzyloxyphenyl)-4-methyl-oxazolidine